CC1=CC(=NN1)NC1=CC=NC=C1N 4-(5-methylpyrazol-3-yl)amino-5-aminopyridine